C(C1=CC=CC=C1)NC(=O)N1C[C@@H](CC1)N1N=C(C=C1)NC=1SC(=CN1)C(=O)NC1=C(C(=CC=C1C)O)C 2-[[1-[(3R)-1-(Benzylcarbamoyl)pyrrolidin-3-yl]pyrazol-3-yl]amino]-N-(3-hydroxy-2,6-dimethyl-phenyl)thiazole-5-carboxamide